Cl[Si]1(C[SiH](C1)CCC)CCC 1-chloro-1,3-dipropyl-1,3-disilacyclobutane